P(O)(N)OC[C@@H]1[C@H](C([C@@H](O1)N1C(=O)NC(=O)C(C)=C1)OCCOC)O 2'-methoxyethoxythymidine phosphoramidite